C1(=CC=CC=C1)CCCS(=O)(=O)OC1=CC=C(C=C1)NC(NC1=CC=C(C=C1)OS(=O)(=O)CCCC1=CC=CC=C1)=O bis-[4-(phenylpropanesulfonyloxy)phenyl]urea